O=C1NC(CCC1N1C(C=2C=C3C(=CC2C1=O)OC1(CCN(CC1)CC1CCNCC1)C3)=O)=O 6-(2,6-dioxopiperidin-3-yl)-1'-(piperidin-4-ylmethyl)spiro[furo[2,3-f]isoindole-2,4'-piperidine]-5,7(3H,6H)-dione